COC1=CC=C(CN(C=2C=3N(N=C(C2)OCCC)C(=CN3)C(O)C3=CC=C(C=C3)CN3CCCC3)CC3=CC=C(C=C3)OC)C=C1 (8-(bis(4-methoxybenzyl)amino)-6-propoxyimidazo[1,2-b]pyridazin-3-yl)(4-(pyrrolidin-1-ylmethyl)phenyl)methanol